1-(5-(1-methyl-1H-pyrazol-4-yl)-pyridin-2-yl)urea CN1N=CC(=C1)C=1C=CC(=NC1)NC(=O)N